ClC1=CC=C(C=C1)C1=NOC(=N1)C1C2CN(C(C1)C2)C(CC2=NC=NN2C)=O 1-(5-(3-(4-chlorophenyl)-1,2,4-oxadiazol-5-yl)-2-azabicyclo[2.2.1]heptan-2-yl)-2-(1-methyl-1H-1,2,4-triazol-5-yl)ethan-1-one